titanium 2,5-toluenedicarboxylate CC=1C(=CC=C(C1)C(=O)[O-])C(=O)[O-].[Ti+4].CC=1C(=CC=C(C1)C(=O)[O-])C(=O)[O-]